7-bromo-5-methoxybenzo[d]oxazol-2(3H)-one BrC1=CC(=CC=2NC(OC21)=O)OC